O1CCN(CC1)C1=C(C=C2CN(C(C2=C1)=O)C[C@H]1OCCCC1)NC(=O)C=1C=NN2C1N=CC=C2 (S)-N-(6-morpholino-1-oxo-2-((tetrahydro-2H-pyran-2-yl)methyl)isoindolin-5-yl)pyrazolo[1,5-a]pyrimidine-3-carboxamide